1-ethoxyheptane C(C)OCCCCCCC